5-[[2-[6-(3-cyclopropyl-1H-1,2,4-triazol-5-yl)-2-azaspiro[3.3]heptane-2-carbonyl]-2-azaspiro[3.3]heptan-6-yl]methyl]-2-(trifluoromethoxy)benzoic acid methyl ester COC(C1=C(C=CC(=C1)CC1CC2(CN(C2)C(=O)N2CC3(C2)CC(C3)C3=NC(=NN3)C3CC3)C1)OC(F)(F)F)=O